7-methyl-5-(3-methyl-4-phenoxyphenyl)-6-[2-[1-(piperidin-4-yl)azetidin-3-yl]ethynyl]-7H-pyrrolo[2,3-d]pyrimidin-4-amine CN1C(=C(C2=C1N=CN=C2N)C2=CC(=C(C=C2)OC2=CC=CC=C2)C)C#CC2CN(C2)C2CCNCC2